1-((R)-1-(2,4-dichlorophenyl)ethyl)-6-(3-((R)-1-((R)-4-hydroxybutan-2-yl)piperidin-3-yl)azetidin-1-yl)-1H-pyrazolo[3,4-b]pyrazine-3-carbonitrile ClC1=C(C=CC(=C1)Cl)[C@@H](C)N1N=C(C=2C1=NC(=CN2)N2CC(C2)[C@@H]2CN(CCC2)[C@H](C)CCO)C#N